OC1=C(C(=CC(=C1S(=O)(=O)NC(CC=1SC=CN1)=O)CCCCC)O)C1CCCC(=C1)C N-((2,6-dihydroxy-5'-methyl-4-pentyl-1',2',3',4'-tetrahydro-[1,1'-biphenyl]-3-yl)sulfonyl)-2-(thiazol-2-yl)acetamide